O=C1N(C(CC1)=O)OC(CNC(=O)OC(C)(C)C)=O (tert-butoxycarbonyl)glycine 2,5-dioxopyrrolidin-1-yl ester